2-phenyl-4,6-dihydrazinopyrimidine C1(=CC=CC=C1)C1=NC(=CC(=N1)NN)NN